C(#N)C=1C=C(C=C(C1N1[C@@H](CN(CC1)C)CCC1=CC=CC=C1)F)S(=O)(=O)NC(=O)C1(CCCCC1)OC (R)-N-((3-CYANO-5-FLUORO-4-(4-METHYL-2-PHENETHYLPIPERAZIN-1-YL)PHENYL)SULFONYL)-1-METHOXYCYCLOHEXANE-1-CARBOXAMIDE